C(C)(=O)N1CCN(CC1)C1=CC=C(C=C1)NC([C@H](CC1=CNC2=CC=CC=C12)NS(=O)(=O)C1=CC=C(C=C1)C)=O (S)-N-(4-(4-acetylpiperazin-1-yl)phenyl)-3-(1H-indol-3-yl)-2-(4-methylphenylsulfonamido)propanamide